O=C1NC(CCC1NC1=CC=C(C=C1)N1CCC(CC1)(O)CC(=O)N1CCC(CC1)C=1N=C2N(C=C(C(=C2)OC(C)C)C(=O)NC2=NC(=CC=C2)C(F)(F)F)C1)=O 2-[1-[2-[1-[4-[(2,6-dioxo-3-piperidyl)amino]phenyl]-4-hydroxy-4-piperidyl]acetyl]-4-piperidyl]-7-isopropoxy-N-[6-(trifluoromethyl)-2-pyridyl]imidazo[1,2-a]pyridine-6-carboxamide